F[Si](Cl)(C(F)(F)F)C(C(C(C(C(C(C(C(C(C(F)(F)F)(F)F)(F)F)(F)F)(F)F)(F)F)(F)F)(F)F)(F)F)(F)F perfluorodecylmethylchlorosilane